1,1,3,3-tetrachloropropane ClC(CC(Cl)Cl)Cl